(E)-1,3-bis(4-methylphenyl)-1-butene CC1=CC=C(C=C1)\C=C\C(C)C1=CC=C(C=C1)C